(R)-2-(4-(4-(1-(1,1,1-trifluoropentan-3-yl)-1H-pyrazol-4-yl)pyrazolo[1,5-a]pyrazin-6-yl)-1H-pyrazol-1-yl)propane-1,3-diol FC(C[C@@H](CC)N1N=CC(=C1)C=1C=2N(C=C(N1)C=1C=NN(C1)C(CO)CO)N=CC2)(F)F